FC(C(CCOC)C=1C=CC(=NC1)N1N=CC(=C1)C1=C2C(=NC=C1)NC=N2)(F)F 7-(1-(5-(1,1,1-trifluoro-4-methoxybutan-2-yl)pyridin-2-yl)-1H-pyrazol-4-yl)-3H-imidazo[4,5-b]pyridine